1-(4-Hydroxyphenyl)-3-phenylprop-2-en-1-one OC1=CC=C(C=C1)C(C=CC1=CC=CC=C1)=O